[Si]([O-])([O-])(O)O.[Na+].[Na+] sodium-sodium silicate